CC1=NN2C(C=CC(=C2)N=C(C2=CC=CC=C2)C2=CC=CC=C2)=N1 N-(2-methyl-[1,2,4]triazolo[1,5-a]pyridin-6-yl)-1,1-diphenylmethanimine